methylphosphonic acid (2-propynyl) (2-propenyl) ester C(C=C)OP(OCC#C)(=O)C